FC(C=1C(=NC(=NC1)NC1=C(C=C(C=C1)N1CCN(CC1)C)CC)NCCCN(C(=O)C1CCC1)C)F N-(3-((5-(difluoromethyl)-2-((2-ethyl-4-(4-methylpiperazin-1-yl)phenyl)amino)pyrimidin-4-yl)amino)propyl)-N-methylcyclobutanecarboxamide